N-(4-((2-(1,1-difluoroethyl)pyrimidin-4-yl)amino)-5-(5-(3-methoxy-3-methylazetidin-1-yl)pyrazin-2-yl)pyridin-2-yl)acetamide FC(C)(F)C1=NC=CC(=N1)NC1=CC(=NC=C1C1=NC=C(N=C1)N1CC(C1)(C)OC)NC(C)=O